cyclopropyl-glutaramide (2R,3S,4R,5R)-5-cyano-4-hydroxy-2-(hydroxymethyl)-5-(4-(((pentyloxy)carbonyl)amino)pyrrolo[2,1-f][1,2,4]triazin-7-yl)tetrahydrofuran-3-yl-3-methylbutanoate C(#N)[C@@]1([C@@H]([C@@H]([C@H](O1)CO)OC(CC(C)C)=O)O)C1=CC=C2C(=NC=NN21)NC(=O)OCCCCC.C2(CC2)C(C(=O)N)CCC(=O)N